1-tert-Butoxycarbonylaminocyclopentanoic acid C(C)(C)(C)OC(=O)NC1(CCCC1)C(=O)O